CC1=CC(=CC(=C1F)C)Br 3,5-dimethyl-4-fluorobromobenzene